C(C)OC(=O)C1C(C1)C(C)CCC=C(C)C 2-(6-Methylhept-5-en-2-yl)cyclopropane-1-carboxylic acid ethyl ester